1-(4-(4-Propionylpiperazin-1-yl)-3-(trifluoromethyl)phenyl)-9-(quinolin-3-yl)benzo[h][1,6]naphthyridin-2(1H)-one C(CC)(=O)N1CCN(CC1)C1=C(C=C(C=C1)N1C(C=CC2=CN=C3C(=C12)C=C(C=C3)C=3C=NC1=CC=CC=C1C3)=O)C(F)(F)F